(E)-2-(4-methoxystyryl)-1,3-dithiane COC1=CC=C(/C=C/C2SCCCS2)C=C1